N,N-Dimethyl-1-(5-ethyl-3-methoxy-2-tetradecyloxyphenyl)methanamin-N-oxid C[N+](CC1=C(C(=CC(=C1)CC)OC)OCCCCCCCCCCCCCC)(C)[O-]